5-[4-(1H-tetrazol-5-yl)phenyl]-1H-naphtho[1,2-b][1,4]diazepine-2,4(3H,5H)-dione sodium salt [Na].N1N=NN=C1C1=CC=C(C=C1)N1C2=C(NC(CC1=O)=O)C1=CC=CC=C1C=C2